2-(2,3-difluoro-6-(2-morpholinothiazol-4-yl)phenoxy)-N-(2-(2-(2-((2-(2,6-dioxopiperidin-3-yl)-1,3-dioxoisoindolin-4-yl)amino)ethoxy)ethoxy)ethyl)acetamide FC1=C(OCC(=O)NCCOCCOCCNC2=C3C(N(C(C3=CC=C2)=O)C2C(NC(CC2)=O)=O)=O)C(=CC=C1F)C=1N=C(SC1)N1CCOCC1